C(#N)C1=NC=CC(=C1)NC(=O)NC=1C=NC=2N(C1[C@H](C)OC)N=C(C2)F (S)-1-(2-cyanopyridin-4-yl)-3-(2-fluoro-7-(1-methoxyethyl)pyrazolo[1,5-a]pyrimidin-6-yl)urea